C(C)(C)(C)C1=CC=C(N(C(CCl)=O)C(C(=O)NC2CCCCC2)C=2C=NC(=CC2)C#N)C=C1 2-(4-tert-butyl-N-(2-chloroacetyl)anilino)-2-(6-cyano-3-pyridyl)-N-cyclohexyl-acetamide